ClC1=NC(=CC(=C1)C)N1N=C(C(=C1)C(=O)N1CCC(CC1)C(F)(F)F)C 2-chloro-4-methyl-6-{3-methyl-4-[4-(trifluoromethyl)piperidine-1-carbonyl]-1H-pyrazol-1-yl}pyridine